ClC=1C=C(C=CC1C(=O)N1CCN(CC1)C(CCl)=O)C=1N=C(N(C1C=1C(=NN(C1)C1=NC=C(C=C1)[N+](=O)[O-])C(F)(F)F)C)C(=O)N [3-chloro-4-[4-(2-chloroacetyl)piperazine-1-carbonyl]phenyl]-1-methyl-5-[1-(5-nitro-2-pyridyl)-3-(trifluoromethyl)pyrazol-4-yl]imidazole-2-carboxamide